C[C@H]1N(C(C2=CC=CC=C12)=O)CC1=CC2=C(NC(O2)=O)C=C1 (R)-6-((1-methyl-3-oxoisoindolin-2-yl)methyl)benzo[d]oxazol-2(3H)-one